CC1C(C(CCCCC1)N)N 2-methylcyclooctane-1,8-diamine